C1(=CC=CC=C1)[B-](C1=CC=CC=C1)(C1=CC=CC=C1)C1=CC=CC=C1.C(C)C=1NC=C(N1)C 2-ethyl-4-methylimidazole tetraphenylborate salt